COC1=C(C(=NC=C1C)CS(=O)C1=NC2=C(N1)C=CC(=C2)OC(C2=CC(=CC=C2)C)=O)C 3-Methylbenzoic acid 2-(((4-methoxy-3,5-dimethylpyridin-2-yl) methyl) sulfinyl)-1H-benzo[d]imidazol-5-yl ester